CCCCCCCCCCCCCCCCC(=O)OC[C@H](COP(=O)(O)O)OC(=O)CCC/C=C\\C/C=C\\C/C=C\\C/C=C\\CCCCC The molecule is a 1-acyl-2-arachidonoyl-sn-glycero-3-phosphate(2-) in which the 1-acyl substituent is specified as heptadecanoyl It derives from a heptadecanoic acid. It is a conjugate acid of a 1-heptadecanoyl-2-arachidonoyl-sn-glycero-3-phosphate(2-).